rel-(4S,5S)-5-((5-chloro-4-(4-fluoro-1-isopropyl-2-methyl-1H-benzo[d]imidazol-6-yl)pyrimidin-2-yl)amino)-2-(methoxymethyl)-4,5,6,7-tetrahydropyrazolo[1,5-a]pyridin-4-ol ClC=1C(=NC(=NC1)N[C@@H]1[C@@H](C=2N(CC1)N=C(C2)COC)O)C=2C=C(C1=C(N(C(=N1)C)C(C)C)C2)F |o1:8,9|